(S)-4-benzyl-oxazolidine-2-one C(C1=CC=CC=C1)[C@@H]1NC(OC1)=O